Cl.CN(C)CC1CN(CCC1(C1=CC(=CC=C1)OC)O)C(=O)NC1=CC2=CC=CC=C2C=C1 3-((Dimethylamino)methyl)-4-hydroxy-4-(3-methoxyphenyl)-N-(naphthalen-2-yl)piperidine-1-carboxamide hydrochloride